2-[(2S)-4-[7-(8-chloro-1-naphthyl)-2-[[(2S)-1-methylpyrrolidin-2-yl]methoxy]-6,8-dihydro-5H-pyrido[3,4-d]pyrimidin-4-yl]-1-[2-(methoxymethyl)prop-2-enoyl]piperazin-2-yl]acetonitrile ClC=1C=CC=C2C=CC=C(C12)N1CC=2N=C(N=C(C2CC1)N1C[C@@H](N(CC1)C(C(=C)COC)=O)CC#N)OC[C@H]1N(CCC1)C